ClC=1C=C(C=C(C1)F)C(C1=CN=C(S1)NC(OCCCC)=O)O butyl (5-((3-chloro-5-fluorophenyl)(hydroxy)methyl)thiazol-2-yl)carbamate